FC(C(C(F)(F)F)(C1=CC=C(C=C1)O)C1=CC=C(C=C1)O)(F)F 4,4'-(hexafluoroisopropylidene)bisphenol